4-acetyl-6-hydroxy-pyridine-2-carboxylic acid methyl ester COC(=O)C1=NC(=CC(=C1)C(C)=O)O